4-bromo-5-fluoro-2-{[(2S)-1,1,1-trifluoropropan-2-yl]oxy}benzonitrile BrC1=CC(=C(C#N)C=C1F)O[C@H](C(F)(F)F)C